N1C=CC2=CC(=CC=C12)CC(=O)O 2-(1H-indol-5-yl)acetic acid